O=C1NC(CCC1NC1=C(C=C(C=C1)C1CCN(CC1)CC(=O)OC(C)(C)C)F)=O tert-butyl 2-[4-[4-[(2,6-dioxo-3-piperidyl)amino]-3-fluoro-phenyl]-1-piperidyl]acetate